C(=O)(O)OC(=O)O.C1CCCCC1 cyclohexane-dicarbonic acid